Cl.N[C@H](C(=O)NC1C(NC(CC1)=O)=O)CC1=CC=CC=C1 (2S)-2-amino-N-(2,6-dioxopiperidin-3-yl)-3-phenylpropanamide hydrochloride